ClC1=CC(=NC=C1F)C=O 4-chloro-5-fluoropyridine-2-carbaldehyde